2,5,6,6-tetramethyl-2,5-heptanediol CC(C)(CCC(C(C)(C)C)(O)C)O